FC=1C=C(CNC=2C(C(C2NC2=CC=C(C=C2)OC(F)(F)F)=O)=O)C=CC1C1=NOC(=N1)C(F)(F)F 3-((3-fluoro-4-(5-(trifluoromethyl)-1,2,4-oxadiazol-3-yl)benzyl)amino)-4-((4-(trifluoromethoxy)phenyl)amino)cyclobut-3-ene-1,2-dione